C(C)(=O)O[C@H]1[C@H](O[C@H]([C@@H]([C@H]1OC(C)=O)NC(C)=O)CC=O)COC(C)=O (2R,3R,4R,5S,6S)-5-acetamido-2-(acetoxymethyl)-6-(2-oxoethyl)tetrahydro-2H-pyran-3,4-diyl diacetate